3,3-difluorocyclobutylamine hydrochloride Cl.FC1(CC(C1)N)F